C[N+](C[C@@H](O)[C@H](O)[C@H](O)CO)(CCCCCCCCCCCCCC)CCCCCCCCCCCCCC 1-deoxy-1-[methyl-(ditetradecyl)ammonio]-D-arabinitol